tris(3,7-dimethyl-1-octyl) dithiophosphate P(=S)(SCCC(CCCC(C)C)C)(OCCC(CCCC(C)C)C)OCCC(CCCC(C)C)C